2-(5-Methyl-2-(3-oxopropyl)phenoxy)benzonitrile CC=1C=CC(=C(OC2=C(C#N)C=CC=C2)C1)CCC=O